1-[5-(1,1-difluoro-ethoxy)-3-pyridyl]-3,3-dimethyl-N-(3-methyl-1,1-dioxo-thietan-3-yl)-2-oxo-indoline-5-carboxamide FC(C)(OC=1C=C(C=NC1)N1C(C(C2=CC(=CC=C12)C(=O)NC1(CS(C1)(=O)=O)C)(C)C)=O)F